dimethylamine sodium chloride [Cl-].[Na+].CNC